12-bromo-4,6,8,10-tetramethyltridecyl octyloxymethyl ether C(CCCCCCC)OCOCCCC(CC(CC(CC(CC(C)Br)C)C)C)C